1,3-dimethylindazole-6-carboxamide CN1N=C(C2=CC=C(C=C12)C(=O)N)C